CN(C)CC1CCC(CC1)[N+]1=NOC(=C1)[N-]C(NC1=CC(=CC(=C1)C(F)(F)F)NC(C(C)(C1=CC=CC=C1)C)=O)=O (3-((1R,4R)-4-((Dimethylamino)methyl)-cyclohexyl)-1,2,3-oxadiazol-3-ium-5-yl)((3-(2-methyl-2-phenylpropanamido)-5-(trifluoromethyl)phenyl)carbamoyl)amide